CC(=CCC1=C(C(=C(C2=C1OC3=CC(=C(C=C3C2=O)O)O)O)C(C)(C)C=C)O)C The molecule is a member of the class of xanthones that is 9H-xanthen-9-one substituted by hydroxy groups at positions 1, 3, 6 and 7, a dimethylallyl group at position 2 and a prenyl group at position 4. Isolated from Maclura tinctoria and Cudrania tricuspidata, it exhibits anti-HIV and antineoplastic activity. It has a role as a metabolite, an anti-HIV agent and an antineoplastic agent. It is a member of xanthones and a member of phenols.